C1=CC=CC=2C3=CC=CC=C3C(C12)COC(=O)N1CC2=CC(=CC=C2C[C@H]1C(=O)O)OCC1=CC=CC=C1 (S)-2-(((9H-fluoren-9-yl)methoxy)carbonyl)-7-(benzyloxy)-1,2,3,4-tetrahydroisoquinoline-3-carboxylic acid